BrC(C(C=C)(F)F)(F)F 4-bromo-3,3,4,4-tetrafluorobutene